4-(4-((1R,5S)-3,8-diazabicyclo[3.2.1]octan-3-yl)-8-chloro-2-((tetrahydro-1H-pyrrolizin-7a(5H)-yl)methoxy)quinazolin-7-yl)naphthalen-2-ol [C@H]12CN(C[C@H](CC1)N2)C2=NC(=NC1=C(C(=CC=C21)C2=CC(=CC1=CC=CC=C21)O)Cl)OCC21CCCN1CCC2